2-{6-[methyl-(1-methylpiperidin-4-yl)amino][1,3]thiazolo[4,5-c]pyridazin-3-yl}-5-(1H-pyrazol-4-yl)phenol CN(C=1SC2=C(N=NC(=C2)C2=C(C=C(C=C2)C=2C=NNC2)O)N1)C1CCN(CC1)C